((E)-4-methoxybenzylidene)-4-chloro-2,3-dihydro-1H-inden-1-one-O-methyl oxime CON=C1/C(/CC2=C(C=CC=C12)Cl)=C/C1=CC=C(C=C1)OC